1-{3-[(1R)-1-{[6-(diethylphosphoryl)-2-methylpyrido[3,4-d]pyrimidin-4-yl]amino}ethyl]-2-fluorophenyl}-1,1-difluoro-2-methylpropan-2-ol C(C)P(=O)(CC)C1=CC2=C(N=C(N=C2N[C@H](C)C=2C(=C(C=CC2)C(C(C)(O)C)(F)F)F)C)C=N1